1-(4-((3-chloro-1H-pyrrolo[2,3-b]pyridin-4-yl)oxy)-2-fluorophenyl)-3-(4-((2-fluoro-4-(oxetan-3-yl)piperazin-1-yl)methyl)-3-(trifluoromethyl)phenyl)urea ClC1=CNC2=NC=CC(=C21)OC2=CC(=C(C=C2)NC(=O)NC2=CC(=C(C=C2)CN2C(CN(CC2)C2COC2)F)C(F)(F)F)F